C(C)(=O)C1=CC=C(C(=O)NC2=NC(N(C=C2)[C@@H]2O[C@@H]([C@H](C2(F)F)O)CO)=O)C=C1 4-acetyl-N-(1-((2R,4R,5R)-3,3-difluoro-4-hydroxy-5-(hydroxymethyl)-tetrahydrofuran-2-yl)-2-oxo-1,2-dihydropyrimidin-4-yl)benzamide